OC(CN(C)C)(P(O)(O)=O)P(O)(O)=O 1-hydroxy-2-(dimethylamino)ethylidenebisphosphonic acid